4-amino-2,3-dimethyl-azobenzene NC1=C(C(=C(C=C1)N=NC1=CC=CC=C1)C)C